Cl.B(O)(O)CCCC[C@]1(NC[C@@H]2N(CC[C@@H]21)C(=O)OC(C)OC(CCCC)=O)C(=O)O (3aS,4R,6aR)-4-(4-boronobutyl)-1-((1-(pentanoyloxy)ethoxy)carbonyl)octahydropyrrolo[3,4-b]pyrrole-4-carboxylic acid hydrochloride